C(C)(=O)OC1(CCC(CC1)C(C)(C)C)CCC1OCCO1 1-(2-(1,3-dioxolan-2-yl)ethyl)-4-(tert-butyl)cyclohexyl acetate